4-cyclohexylamino-2,6-di-chloro-1,3,5-triazine C1(CCCCC1)NC1=NC(=NC(=N1)Cl)Cl